C(C)N(C=1C=C(C=CC1)C)CC1=C(C=C(C)C=C1S(=O)(=O)O)CCO 4-((ethyl-(m-tolyl)amino)methyl)-3-(2-hydroxyethyl)-5-toluenesulfonic acid